ClC1=C(C=NN1[C@@H]1[C@H](CN(CC1)C1COC1)F)NC1=CC=C2C(=N1)N(C=C2C#N)NCC 6-((5-chloro-1-((3S,4S)-3-fluoro-1-(oxetan-3-yl)piperidin-4-yl)-1H-pyrazol-4-yl)amino)(ethylamino)-1H-pyrrolo[2,3-b]pyridine-3-carbonitrile